ethyl 3-[4-[[2,4-bis(trifluoromethyl)phenoxy]methyl]-3-methoxy-phenyl]-3-(4-nitro-1H-pyrrol-3-yl)propanoate FC(C1=C(OCC2=C(C=C(C=C2)C(CC(=O)OCC)C2=CNC=C2[N+](=O)[O-])OC)C=CC(=C1)C(F)(F)F)(F)F